C1=C(C=CC=2OC3=C(C21)C=CC=C3)C3=C2C=CC=CC2=C(C2=CC=CC=C32)C=O 10-(dibenzo[b,d]furan-2-yl)anthracene-9-carbaldehyde